C(C)(C)(C)OC(=O)N1CC(C1)OC1=NC(=NC(=C1)NC1CCC(CC1)(F)F)N1N=C(C(=C1)C)C(=O)OCC Ethyl 1-(4-((1-(tert-butoxycarbonyl) azetidin-3-yl)oxy)-6-((4,4-difluorocyclohexyl)amino)pyrimidin-2-yl)-4-methyl-1H-pyrazole-3-carboxylate